OCCCCCOCCC#N 3-[(5-hydroxypentyl)oxy]propionitrile